8-fluoro-2-((1-methyl-1H-pyrazol-3-yl)methyl)-6-(phenylsulfonyl)phthalazin-1(2H)-one FC=1C=C(C=C2C=NN(C(C12)=O)CC1=NN(C=C1)C)S(=O)(=O)C1=CC=CC=C1